NC1=NC=NN2C1=C(C=C2C=2C=C(C(=NC2)OC)C(=O)N[C@@H]2CN(C[C@@H]2F)S(=O)(=O)CC2=C(C=CC(=C2)F)F)C(F)(F)F 5-[4-Amino-5-(trifluoromethyl)pyrrolo[2,1-f][1,2,4]triazin-7-yl]-N-[(3R,4S)-1-[(2,5-difluorophenyl)methansulfonyl]-4-fluoropyrrolidin-3-yl]-2-methoxypyridin-3-carboxamid